C(C)(C)(C)C1(CN(CC1)C(=O)NC1=C(C=C(C(=C1)C=1C=C(C=2N(C1)C=CN2)N2CCOCC2)C)F)F 3-(tert-Butyl)-3-fluoro-N-(2-fluoro-4-methyl-5-(8-morpholinoimidazo[1,2-a]pyridin-6-yl)phenyl)pyrrolidine-1-carboxamide